Methyl 4'-((3-((2-(5-fluoroisoindolin-2-yl)-2-oxoethyl)amino)adamantan-1-yl)carbamoyl)-[1,1'-biphenyl]-4-carboxylate hydrochloride Cl.FC=1C=C2CN(CC2=CC1)C(CNC12CC3(CC(CC(C1)C3)C2)NC(=O)C2=CC=C(C=C2)C2=CC=C(C=C2)C(=O)OC)=O